ClC1=C(C=CC=C1)CN(C(=O)C=1SC=CC1)C=1C=C2C(N(C(=NC2=CC1)CC)CC1CCN(CC1)C1=C(C=CC=C1)C=1N=NNN1)=O N-[(2-chlorophenyl)methyl]-N-[2-ethyl-4-oxo-3-[[1-[2-(2H-tetrazol-5-yl)phenyl]-4-piperidyl]methyl]quinazolin-6-yl]thiophene-2-carboxamide